FC(C=1C=C(C=C(C1)C(F)(F)F)[C@H](C(=O)N1CCN(CC1)C=1C2=C(N=CN1)[C@H](C[C@H]2C)O)CNC(C)C)(F)F (S)-2-(3,5-bis(trifluoromethyl)phenyl)-1-(4-((5R,7S)-7-hydroxy-5-methyl-6,7-dihydro-5H-cyclopenta[d]pyrimidin-4-yl)piperazin-1-yl)-3-(isopropylamino)propan-1-one